tert-butyl 4-(3-(4-chlorobenzyl)-1H-1,2,4-triazol-5-yl)piperidine-1-carboxylate ClC1=CC=C(CC2=NNC(=N2)C2CCN(CC2)C(=O)OC(C)(C)C)C=C1